FC1=C(C=C(C(=C1)O)C)CC(=O)O 2-(2-fluoro-4-hydroxy-5-methylphenyl)acetic acid